C(C1=CC=CC=C1)N1CCC(CC1)CCNC(=O)C1CCN(CC1)C1=NC=CC(=C1)C#N N-[2-(1-benzylpiperidin-4-yl)ethyl]-1-(4-cyanopyridin-2-yl)piperidine-4-carboxamide